4-(chloromethyl)-1-methyl-pyrazole ClCC=1C=NN(C1)C